FC(C1N(CC2(CN(C2)C(=O)OC(C)(C)C)C1)S(=O)(=O)C1=CC=C(C=C1)[N+](=O)[O-])F tert-butyl 7-(difluoromethyl)-6-((4-nitrophenyl) sulfonyl)-2,6-diazaspiro[3.4]octane-2-carboxylate